5-cyano-2-(4-fluoro-2-methoxy-phenoxy)-6-methyl-pyridine-3-carboxylic acid C(#N)C=1C=C(C(=NC1C)OC1=C(C=C(C=C1)F)OC)C(=O)O